4-(2-((5-Methoxy-7-methyl-1H-indol-4-yl)methyl)octahydropyrrolo[1,2-a]pyrazin-1-yl)benzoic acid COC=1C(=C2C=CNC2=C(C1)C)CN1C(C2N(CC1)CCC2)C2=CC=C(C(=O)O)C=C2